(E)-3-(3-methoxy-4-(2-methylbenzyloxy)phenyl)-1-(piperazin-1-yl)prop-2-en-1-one COC=1C=C(C=CC1OCC1=C(C=CC=C1)C)/C=C/C(=O)N1CCNCC1